CCC(CC)(/C=C/CC[C@@H](C)[C@H]1CC[C@@H]\2[C@@]1(CCC/C2=C\C=C/3\C[C@H](C[C@@H](C3=C)O)O)C)O (+-)-Ethyl 3-Hydroxy-2-Methylbutyrate